3-(Mercaptomethyl)dihydrofuran-2,5-dione SCC1C(OC(C1)=O)=O